4-[5-(3,5-dichlorophenyl)-4,5-dihydro-5-(trifluoromethyl)-3-isoxazolyl]-N-(1,1-dioxido-3-thietanyl)thieno[3,2-c]pyridine-7-carboxamide ClC=1C=C(C=C(C1)Cl)C1(CC(=NO1)C1=NC=C(C2=C1C=CS2)C(=O)NC2CS(C2)(=O)=O)C(F)(F)F